4-bromophenyl 3-chloropropionate ClCCC(=O)OC1=CC=C(C=C1)Br